[Cl-].C(CCCCCCCCCCC)[NH2+]C N-lauryl-N-methylammonium chloride